C(=CC)C1=C(OC2=CC=C(C(=O)C3=CC=C(C=C3)OC3=C(C=CC=C3)C=CC)C=C2)C=CC=C1 4,4'-bis(o-propenylphenoxy)-benzophenone